CN1CC(C1)(C)[C@@](C=1C=C(C=NC1)C1=NOC(=N1)C1CCC(CC1)NC(CC)=O)(C1=CC=C(C=C1)C(C)C)O N-[4-(3-{5-[(R)-(1,3-Dimethyl-azetidin-3-yl)-hydroxy-(4-isopropyl-phenyl)-methyl]-pyridin-3-yl}-[1,2,4]oxadiazol-5-yl)-cyclohexyl]-propionamide